2-(4-(4-Chloro-5-fluoro-1H-benzo[d][1,2,3]triazol-1-yl)phenyl)-7-oxa-2-azaspiro[3.5]nonane ClC1=C(C=CC=2N(N=NC21)C2=CC=C(C=C2)N2CC1(C2)CCOCC1)F